tert-butyl N-[(9R,10E,13S)-3-methyl-8-oxo-9-(propan-2-yl)-3,4,7,15-tetraazatricyclo[12.3.1.02,6]octadeca-1(18),2(6),4,10,14,16-hexaen-13-yl]carbamate trifluoroacetate FC(C(=O)O)(F)F.CN1C=2C=3C=CN=C([C@H](C/C=C/[C@H](C(NC2C=N1)=O)C(C)C)NC(OC(C)(C)C)=O)C3